3-(3-(methylsulfonyl)benzoyl)-2-oxo-1,3-oxazolidine-4-carboxamide CS(=O)(=O)C=1C=C(C(=O)N2C(OCC2C(=O)N)=O)C=CC1